C(C)N(CC(=O)N1CCC(CC1)NCC=1C=C2C=C(N(C2=CC1)CC(F)(F)F)C#CCNC=1C=CC(=NC1)C(C#N)(C)C)CC 2-{5-[(3-{5-[({1-[2-(diethylamino)acetyl]piperidin-4-yl}amino)methyl]-1-(2,2,2-trifluoroethyl)-1H-indol-2-yl}prop-2-yn-1-yl)amino]pyridin-2-yl}-2-methylpropanenitrile